trioxyether O1OOO1